2-(3-methoxyphenyl)-N-(6-oxo-1-phenyl-1,6-dihydropyridin-3-yl)acetamide COC=1C=C(C=CC1)CC(=O)NC1=CN(C(C=C1)=O)C1=CC=CC=C1